3-(phenylthio)-4-bromothiophene C1(=CC=CC=C1)SC1=CSC=C1Br